N1=CC=CC2=CC=CC(=C12)N[C@@H](C)C(=O)O 8-quinolyl-alanine